FC1=C(C=C(C=C1)[N+](=O)[O-])S(=O)(=O)NCCNC(OC(C)(C)C)=O tert-butyl N-[2-[(2-fluoro-5-nitro-phenyl)sulfonylamino]ethyl]carbamate